[Cl-].C(N)(=O)C=1C=C(CN2N=NC(=C2)C2=C([NH+]=C3N2C=CC=C3)C3=CC=C(C=C3)Cl)C=CC1Cl 3-(1-(3-Carbamoyl-4-chlorobenzyl)-1H-1,2,3-triazol-4-yl)-2-(4-chlorophenyl)imidazo[1,2-a]pyridin-1-ium chloride